acrylic acid-dimethylaminoethylmethyl chloride salt CN(C)CCCCl.C(C=C)(=O)O